C(#N)C1=CC2=C(N=C(N=C2)NC=2SC=C(N2)C2CCN(CC2)C(=O)OC(C)(C)C)N(C1=O)C1CCCC1 tert-butyl 4-(2-((6-cyano-8-cyclopentyl-7-oxo-7,8-dihydropyrido[2,3-d]pyrimidin-2-yl)amino)thiazol-4-yl)piperidine-1-carboxylate